tert-butyl 3-(3-iodobenzyl)-2-oxo-2,3-dihydro-1H-benzo[d]imidazole-1-carboxylate IC=1C=C(CN2C(N(C3=C2C=CC=C3)C(=O)OC(C)(C)C)=O)C=CC1